ClC1=C(C=C(OCCCN2C(=CC(=C2)N(C2=C(C=CC=C2)C)CC2=CC(=CC=C2)Cl)C(=O)O)C=C1C)C 1-(3-(4-chloro-3,5-dimethylphenoxy)propyl)-4-((3-chlorobenzyl)(o-tolyl)amino)-1H-pyrrole-2-carboxylic acid